(Z)-6-chloro-N-hydroxypyrazine-2-carboimidoyl chloride ClC1=CN=CC(=N1)/C(=N/O)/Cl